3-(4,5-dimethylthiazol-2-yl)-5-(3-carboxymethyl-phenyl)-2-(4-sulfophenyl)-2H-tetrazolium CC=1N=C(SC1C)N1N([NH2+]C(=N1)C1=CC(=CC=C1)CC(=O)O)C1=CC=C(C=C1)S(=O)(=O)O